oxabicyclo[3.1.0]hexane-6-carboxylic acid C12OCCC2C1C(=O)O